O[C@@H](CCOS(=O)(=O)C1=CC=C(C=C1)C)C (R)-3-hydroxybutyl-4-methylbenzenesulfonate